ClC=1C(=NC=CC1C1=NC(=C(C=C1)CN1C[C@@H](CC1)O)OC)C=1C(=C(C=CC1)NC(=O)C=1SC(=CN1)CNCCO)C (R)-N-(3-(3'-chloro-5-((3-hydroxypyrrolidin-1-yl)methyl)-6-methoxy-[2,4'-bipyridin]-2'-yl)-2-methylphenyl)-5-(((2-hydroxyethyl)amino)methyl)thiazole-2-carboxamide